2-chloro-N-[(2,3-difluorophenyl)methyl]-N-(3,5-dimethoxyphenyl)acetamide ClCC(=O)N(C1=CC(=CC(=C1)OC)OC)CC1=C(C(=CC=C1)F)F